C1OCC12CCN(CC2)C(=O)C2CCN(CC2)C=2C=C1C(=NC(=NC1=CC2OC)C)N[C@H](C)C=2C(=C(C#N)C=CC2)C (R)-3-(1-((6-(4-(2-oxa-7-azaspiro[3.5]nonane-7-carbonyl)piperidin-1-yl)-7-methoxy-2-methylquinazolin-4-yl)amino)ethyl)-2-methylbenzonitrile